7-bromo-2-(ethylthio)-8-fluoro-5-methylquinazolin BrC1=CC(=C2C=NC(=NC2=C1F)SCC)C